4-(4-(3-(6-chloro-2-(diaminomethyleneamino)quinazolin-4-yl)phenyl)piperazin-1-yl)butanoic acid ClC=1C=C2C(=NC(=NC2=CC1)N=C(N)N)C=1C=C(C=CC1)N1CCN(CC1)CCCC(=O)O